N-((S)-2-((S)-3-((((9H-fluoren-9-yl)methoxy)carbonyl)(methyl)amino)-2-oxoazocan-1-yl)-3-(4-fluorophenyl)propanoyl)-N-methylglycine C1=CC=CC=2C3=CC=CC=C3C(C12)COC(=O)N([C@@H]1C(N(CCCCC1)[C@H](C(=O)N(CC(=O)O)C)CC1=CC=C(C=C1)F)=O)C